N-(2-oxoethyl)propane-2-sulfonamide O=CCNS(=O)(=O)C(C)C